C/C=C\\1/C[NH+]2CC[C@@H]1[C@@H](C3=C(CC2)C4=CC=CC=C4N3)C(=O)OC The molecule is an ammonium ion resulting from the protonation of the tertiary amino group of (16S)-deshydroxymethyl-stemmadenine. It is a conjugate acid of a (16S)-deshydroxymethyl-stemmadenine.